(2S)-2-[2-(4-hydroxyphenyl)acetamido]-3-phenylpropionic acid benzyl ester C(C1=CC=CC=C1)OC([C@H](CC1=CC=CC=C1)NC(CC1=CC=C(C=C1)O)=O)=O